C(CCCCCCCCCCCCC)C(=O)N tetradecanecarboxamide